tert-butyl (3-hydroxypent-4-en-1-yl)carbamate OC(CCNC(OC(C)(C)C)=O)C=C